tert-butyl 3-(2-chloro-N-(4-(trifluoromethyl)benzyl)acetamido)-3-((2,4-difluorophenyl)carbamoyl)azetidine-1-carboxylate ClCC(=O)N(CC1=CC=C(C=C1)C(F)(F)F)C1(CN(C1)C(=O)OC(C)(C)C)C(NC1=C(C=C(C=C1)F)F)=O